CN1CCN(CC1)C(=O)C1=CC(=NC(=C1)C=1N=NN(C1)C1=CC(=C(C(=O)O)C=C1)O)C=1N=NN(C1)C1=CC(=C(C(=O)O)C=C1)O 4,4'-((4-(4-methylpiperazine-1-carbonyl)pyridine-2,6-diyl)bis(1H-1,2,3-triazole-4,1-diyl))bis(2-hydroxybenzoic acid)